(R)-1-(1-ethyl-1H-pyrazolo[3,4-c]pyridin-5-yl)ethan-1-amine, hydrochloride Cl.C(C)N1N=CC=2C1=CN=C(C2)[C@@H](C)N